N-{[5-chloro-6-(5-methoxy-2-pyrazinyl)-2-indolyl]methyl}-3-cyano-1-azetidinecarboxamide ClC=1C=C2C=C(NC2=CC1C1=NC=C(N=C1)OC)CNC(=O)N1CC(C1)C#N